S1C2=C(C=C1)C(=CC=C2)N2CCN(CC2)CCCCOC2=CC=C1CCC(N(C1=C2)COC(CCCCCCC\C=C/C\C=C/C\C=C/CC)=O)=O (9Z,12Z,15Z)-Octadeca-9,12,15-trienoic acid 7-[4-(4-benzo[b]thiophen-4-ylpiperazin-1-yl)butoxy]-2-oxo-3,4-dihydro-2H-quinolin-1-ylmethyl ester